BrC=1C(=C(C=CC1)C(C(=O)OCC)C)C(=C)C ethyl 2-(3-bromo-2-(prop-1-en-2-yl)phenyl)propanoate